ClC1=NC(=CC(=C1)[C@H]1CN(CCN1)C(=O)OC(C)(C)C)B1OC(C(O1)(C)C)(C)C tert-butyl (S)-3-(2-chloro-6-(4,4,5,5-tetramethyl-1,3,2-dioxaborolan-2-yl)pyridin-4-yl)piperazine-1-carboxylate